methyl (4-(1-(1-(5-(3-chloro-2-fluoro-6-(1H-tetrazol-1-yl)phenyl)pyridin-2-yl)-2-((S*)-tetrahydro-2H-pyran-2-yl)ethyl)-1H-pyrazol-4-yl)phenyl)carbamate ClC=1C(=C(C(=CC1)N1N=NN=C1)C=1C=CC(=NC1)C(C[C@H]1OCCCC1)N1N=CC(=C1)C1=CC=C(C=C1)NC(OC)=O)F |o1:20|